(3R*,4R*)-1-Cyclohexyl-4-{[5-(2,4-difluoro-phenyl)-isoxazole-3-carbonyl]-amino}-piperidine-3-carboxylic acid ((S)-2-hydroxy-2-phenyl-ethyl)-amide O[C@H](CNC(=O)[C@@H]1CN(CC[C@H]1NC(=O)C1=NOC(=C1)C1=C(C=C(C=C1)F)F)C1CCCCC1)C1=CC=CC=C1 |o1:6,11|